C[C@@]1(OC2=C(C(=C(C(=C2CC1)C)O)C)C)CCC=C(C)C (R)-2,5,7,8-tetramethyl-2-(4-methylpent-3-en-1-yl)chroman-6-ol